C1(=CC=CC=C1)[C@H]1CC[C@H](CC1)OC[C@@H]1N(CCC[C@@H]1C1=NNC=C1)C(=O)OC(CF)CF 1,3-difluoropropan-2-yl (CIS)-2-((((CIS)-4-phenylcyclohexyl)oxy)methyl)-3-(1H-pyrazol-3-yl)piperidine-1-carboxylate